Ethyl 2-(3-(1-(2-(5-((4,6-difluoro-1H-indol-5-yl)oxy)-2-fluorophenyl)-1H-imidazol-5-yl)ethyl-2,2,2-d3)-2-fluorophenyl)acetate FC1=C2C=CNC2=CC(=C1OC=1C=CC(=C(C1)C=1NC(=CN1)C(C([2H])([2H])[2H])C=1C(=C(C=CC1)CC(=O)OCC)F)F)F